2-{[(tert-butoxy)carbonyl]amino}-2-(3-{[(Z)-{[(tert-butoxy)carbonyl]amino}({[(tert-butoxy)carbonyl]imino})methyl]amino}phenyl)acetic acid C(C)(C)(C)OC(=O)NC(C(=O)O)C1=CC(=CC=C1)N/C(=N/C(=O)OC(C)(C)C)/NC(=O)OC(C)(C)C